3-bromo-1-methyl-N-(4-(1-((2-(trimethylsilyl)ethoxy)methyl)-1H-pyrazol-4-yl)phenyl)-1H-1,2,4-triazol-5-amine BrC1=NN(C(=N1)NC1=CC=C(C=C1)C=1C=NN(C1)COCC[Si](C)(C)C)C